OC=1C(=NC=CC1OC)C(=O)N[C@H](C(=O)ON(C)C(C1=CC=C(C=C1)C(F)(F)F)C1=CC=C(C=C1)C(F)(F)F)C [bis[4-(trifluoromethyl)phenyl]methyl-methyl-amino] (2S)-2-[(3-hydroxy-4-methoxy-pyridine-2-carbonyl)amino]propanoate